(4-Chlorothieno[2,3-b]pyridin-5-yl)-[(3R,9aS)-3-(3-chloro-4-fluorophenyl)-3,4,6,7,9,9a-hexahydro-1H-pyrazino[2,1-c][1,4]oxazin-8-yl]methanon ClC1=C2C(=NC=C1C(=O)N1C[C@H]3CO[C@@H](CN3CC1)C1=CC(=C(C=C1)F)Cl)SC=C2